CN1C=NC=2C=NC(=CC21)NNC(=O)[C@@H]2C[C@@H](CCC2)NC(OC(C)(C)C)=O tert-butyl N-[(1R,3S)-3-[[(1-methylimidazo[4,5-c]pyridin-6-yl)amino] carbamoyl]cyclohexyl]carbamate